(5S,11S)-5,11-dimethylheptadec-1-ene C[C@H](CCC=C)CCCCC[C@H](CCCCCC)C